1-t-butoxycarbonyl-3-(aminomethyl)azetidine C(C)(C)(C)OC(=O)N1CC(C1)CN